[S-]C#N.C(CC1=CC=CC=C1)N phenethyl-amine thiocyanate